FC1=C(C(=C(C=C1)C1CCN(CC1)C(=O)C1CC2(C1)NC(OC2)=O)C)C (2s,4s)-2-(4-(4-fluoro-2,3-dimethylphenyl)piperidine-1-carbonyl)-7-oxa-5-azaspiro[3.4]octan-6-one